4-bromo-7-chloro-1-methyl-indole-2-carboxylate BrC1=C2C=C(N(C2=C(C=C1)Cl)C)C(=O)[O-]